ON1CCOC2=C(C1)C=CC=C2 N-hydroxy-2,3,4,5-tetrahydrobenzo[f][1,4]oxazepine